COC(C1=C(C=CC=C1)C1=NC(=NC=C1C)NC=1C=NN(C1)C1CC(C1)=O)=O (5-methyl-2-((1-(3-oxocyclobutyl)-1H-pyrazol-4-yl)amino)pyrimidin-4-yl)benzoic acid methyl ester